Cl.Cl.C(N)(=N)C1=CC=C(OCC2=CC=C(C=C2)COC2=CC=C(C=C2)C(N)=N)C=C1 1,4-Bis[(4-carbamimidoyl)-phenoxymethyl]benzene dihydrochloride